N-cyclopropyl-2-fluoro-5-(6-((2-hydroxyethyl)amino)-5-(3-methylisothiazol-5-yl)pyridin-3-yl)-4-methylbenzamide C1(CC1)NC(C1=C(C=C(C(=C1)C=1C=NC(=C(C1)C1=CC(=NS1)C)NCCO)C)F)=O